BrC1=CC2=C(C3=CC(=CC=C3N=C2C=C1)Cl)NCCNC(OC(C)(C)C)=O tert-Butyl (2-((2-bromo-7-chloroacridin-9-yl)amino)ethyl)carbamate